3-(3-(4-propionylphenoxy)azetidin-1-yl)-2-(1H-pyrrol-1-yl)benzoic acid C(CC)(=O)C1=CC=C(OC2CN(C2)C=2C(=C(C(=O)O)C=CC2)N2C=CC=C2)C=C1